rac-methyl 5-methoxy-4-{[cis-2-methoxycyclopentyl](methyl)amino}-6-oxopyran-2-carboxylate COC1=C(C=C(OC1=O)C(=O)OC)N(C)[C@H]1[C@H](CCC1)OC |r|